Cl.CN(CCS)C 2-dimethylaminoethanethiol hydrochloric acid salt